4-(2-chloro-4-fluorobenzyl)tetrahydro-2H-pyran-4-amine ClC1=C(CC2(CCOCC2)N)C=CC(=C1)F